4-(1-(2,2-difluoroethyl)-3-phenyl-1H-pyrazol-4-yl)-7-ethoxy-6-methoxyquinazoline FC(CN1N=C(C(=C1)C1=NC=NC2=CC(=C(C=C12)OC)OCC)C1=CC=CC=C1)F